FC(C(=O)O)(F)F.FC1=C(C(=O)N2CCC(CC2)C=2C(=CC(=NC2)N)OC)C=C(C(=C1)OCC(C)C)OC 5-{1-[2-fluoro-5-methoxy-4-(2-methylpropyloxy)benzoyl]piperidin-4-yl}-4-methoxypyridin-2-amine trifluoroacetate